5-acenaphthenol C1CC2=CC=C(C3=CC=CC1=C23)O